(E)-N'-(3,5-dimethoxybenzylidene)-6-(4-ethoxyphenyl)-N-methylpicolinohydrazide COC=1C=C(\C=N\N(C(C2=NC(=CC=C2)C2=CC=C(C=C2)OCC)=O)C)C=C(C1)OC